C(C)(C)(C)OC(=O)NCCNC[C@@]12C[C@H](N([C@H]2C1)C(CNC(=O)C=1C=CC=2C(C3=CC=CC=C3C2C1)(F)F)=O)C(=O)OCC ethyl (1S,3S,5S)-5-(((2-((tert-butoxycarbonyl)amino)ethyl) amino)methyl)-2-((9,9-difluoro-9H-fluorene-3-carbonyl)glycyl)-2-azabicyclo[3.1.0]hexane-3-carboxylate